sodium diphenylethene biphenyl-disulfonate C1(=C(C(=CC=C1)S(=O)(=O)[O-])S(=O)(=O)[O-])C1=CC=CC=C1.C1(=CC=CC=C1)C=CC1=CC=CC=C1.[Na+].[Na+]